C(=O)(O)C=1C(=C(C(=O)C2=CC=CC=C2)C=CC1)C(=O)O dicarboxyl-benzophenone